[Si](C1=CC=CC=C1)(C1=CC=CC=C1)(C(C)(C)C)O[C@H]1C[C@H](NC1)C(=O)OC methyl (2S,4S)-4-[(tert-butyldiphenylsilyl)oxy]pyrrolidine-2-carboxylate